2-(2-fluorophenoxy)acetic acid FC1=C(OCC(=O)O)C=CC=C1